C1(=CC=CC=C1)[C@H]1[C@@H](C1)C(=O)N[C@@H](CC(C)C)C(=O)N[C@@H](C[C@H]1C(NCCC1)=O)C(=O)OC methyl N-[(1R,2R)-2-phenylcyclopropane-1-carbonyl]-L-leucyl-3-[(3S)-2-oxopiperidin-3-yl]-L-alaninate